CC=1N=C(C2=C(N1)C=NC(=C2)C2CCC(CC2)C(=O)[O-])OS(=O)(=O)C2=C(C=C(C=C2C(C)C)C(C)C)C(C)C (1R,4R)-4-(2-methyl-4-(((2,4,6-triisopropylphenyl)sulfonyl)oxy)pyrido[3,4-d]pyrimidine-6-yl)cyclohexane-1-carboxylate